C(=O)O.N[C@H]1CN(CC[C@@H]2N(C1=O)[C@@H](CC2)C(=O)N[C@@H]2CCOC1=CC=CC=C21)CC#N (5S,8S,10aR)-5-amino-N-((R)-chroman-4-yl)-3-(cyanomethyl)-6-oxodecahydropyrrolo[1,2-a][1,5]diazocine-8-carboxamide formate